O1COC2=C1C=CC(=C2)N(C(=O)NC2=CC(=CC=C2)C#N)CC2=NN=C1N2CCCCC1 (benzo[d][1,3]dioxol-5-yl)-3-(3-cyanophenyl)-1-((6,7,8,9-tetrahydro-5H-[1,2,4]triazolo[4,3-a]azepin-3-yl)methyl)urea